N-[3-(5-chloro-1,3-benzoxazol-2-yl)-3-azaspiro[5.5]undecan-9-yl]-1,1-dioxo-thiane-4-carboxamide ClC=1C=CC2=C(N=C(O2)N2CCC3(CC2)CCC(CC3)NC(=O)C3CCS(CC3)(=O)=O)C1